1-(hydroxymethyl)-6-((4-(methylamino)-5-(trifluoromethyl)pyrimidin-2-yl)amino)-1H-indazole-3-carbonitrile OCN1N=C(C2=CC=C(C=C12)NC1=NC=C(C(=N1)NC)C(F)(F)F)C#N